((4-(((tert-butyldimethylsilyl)oxy)methyl)-1-(4-(difluoromethyl)phenyl)-1H-1,2,3-Triazol-5-yl)methoxy)-6-chloropyridazine [Si](C)(C)(C(C)(C)C)OCC=1N=NN(C1COC=1N=NC(=CC1)Cl)C1=CC=C(C=C1)C(F)F